N1-((S)-1-(((S)-7-amino-2-oxo-1-(2,3,5,6-tetrafluorophenoxy)heptan-3-yl)amino)-4-methyl-1-oxopentan-2-yl)-N2-(2-fluorophenyl)oxalamide hydrochloride Cl.NCCCC[C@@H](C(COC1=C(C(=CC(=C1F)F)F)F)=O)NC([C@H](CC(C)C)NC(C(=O)NC1=C(C=CC=C1)F)=O)=O